N-(4-chloro-3-{4-[6-(6-methylpyridin-2-ylmethoxy)pyridin-3-yl]-6-oxo-1,6-dihydropyrimidin-2-yl}benzyl)isobutyramide ClC1=C(C=C(CNC(C(C)C)=O)C=C1)C=1NC(C=C(N1)C=1C=NC(=CC1)OCC1=NC(=CC=C1)C)=O